S(=O)(=O)(OC1=CC=C(C=C1)Br)[O-].[P+3].BrC1=CC=C(C=C1)OS(=O)(=O)[O-].BrC1=CC=C(C=C1)OS(=O)(=O)[O-] phosphorus (4-bromophenyl) sulfate